(2-(isopentyloxy)ethyl)benzene C(CC(C)C)OCCC1=CC=CC=C1